ClC1=NN(C=C1C(=O)N[C@H]1C[C@H](CCC1)NC1=CC(=NC2=CC=C(C=C12)Cl)C(F)(F)F)C(F)F 3-chloro-N-[(1R,3S)-3-{[6-chloro-2-(trifluoromethyl)quinolin-4-yl]amino}cyclohexyl]-1-(difluoromethyl)-1H-pyrazole-4-carboxamide